3,4'-bipyridine-5-carboxamide N1=CC(=CC(=C1)C(=O)N)C1=CC=NC=C1